(S)-2-methoxy-4-(methylsulfonyl)-N-(3-(8-(5,6,7,8-tetrahydro-4H-pyrazolo[1,5-a][1,3]diazepin-5-yl)-3-(2,2,2-trifluoroethyl)imidazo[1,2-a]pyridin-2-yl)prop-2-yn-1-yl)aniline COC1=C(NCC#CC=2N=C3N(C=CC=C3[C@H]3NC=4N(CCC3)N=CC4)C2CC(F)(F)F)C=CC(=C1)S(=O)(=O)C